CC(CC)=C 3-Methyl-3-butene